C(C)C=1N(C2=C(C(=NC(=C2)C)C)N1)C1=CC=C(C=C1)C(C(=O)N)C 2-(4-(2-ethyl-4,6-dimethyl-1H-imidazo[4,5-c]pyridine-1-yl)phenyl)propionamide